BrC=1C=C(C2=C(N(N=C2C1)C)C1=CC(=C(C(=O)O)C(=C1)OC)OC(F)F)C#N 4-(6-bromo-4-cyano-2-methylindazol-3-yl)-2-(difluoromethoxy)-6-methoxybenzoic acid